2-tert-butoxy-6-[3-(trifluoromethyl)morpholin-4-yl]Pyridin-4-ol C(C)(C)(C)OC1=NC(=CC(=C1)O)N1C(COCC1)C(F)(F)F